C(C)N1C(CCC1)CCO 2-(1-ethylpyrrolidin-2-yl)ethan-1-ol